2-(2-ethylphenyl)-4-(4-methoxybenzyl)piperazine C(C)C1=C(C=CC=C1)C1NCCN(C1)CC1=CC=C(C=C1)OC